lithium potassium 2,2-diisopropylmalonate C(C)(C)C(C(=O)[O-])(C(=O)[O-])C(C)C.[K+].[Li+]